CNC=1C2=C(N=CN1)N(C=C2)C2C(C(C(C2)C#CCNCCC2=CC=CC=C2)O)O 3-[4-(methylamino)pyrrolo[2,3-d]pyrimidin-7-yl]-5-{3-[(2-phenylethyl)amino]prop-1-yn-1-yl}cyclopentane-1,2-diol